tert-Butyl (4-((1-(4-(7-acetyl-3-(tetrahydro-2H-pyran-4-yl)-5,6,7,8-tetrahydroimidazo[1,5-a]pyrazin-1-yl)-6-methylquinolin-7-yl)piperidin-4-yl)oxy)butyl)carbamate C(C)(=O)N1CC=2N(CC1)C(=NC2C2=CC=NC1=CC(=C(C=C21)C)N2CCC(CC2)OCCCCNC(OC(C)(C)C)=O)C2CCOCC2